N-(2-methoxy-6-(1H-pyrazol-4-yl)pyridin-3-yl)-7-methyl-quinolin-4-amine COC1=NC(=CC=C1NC1=CC=NC2=CC(=CC=C12)C)C=1C=NNC1